4-{4-[(2-hydroxyphenyl)methyl]piperazin-1-yl}-1,6-dimethyl-2-oxo-1,2-dihydro-1,5-naphthyridine-3-carbonitrile OC1=C(C=CC=C1)CN1CCN(CC1)C1=C(C(N(C2=CC=C(N=C12)C)C)=O)C#N